C(C1=CC=CC=C1)C=1C(=NOC1)C(=O)N[C@@H]1C=2N(C3=C(OC1)N=CC=C3)C(ON2)=O Benzyl-N-((4R)-1-oxo-4,5-dihydro-1H-[1,2,4]oxadiazolo[4,3-d]pyrido[2,3-b][1,4]oxazepin-4-yl)isoxazole-3-carboxamide